ClC1=NC=C2C(=N1)NN=C2SC2=C(C(=CC=C2)Cl)Cl 6-chloro-3-((2,3-dichlorophenyl)thio)-1H-pyrazolo[3,4-d]pyrimidine